CO[C@@]1(COCC1)C1=CC(=CC(=N1)N1C=C(C=2C=NC(=CC21)NC(C)=O)C2CN(C2)C)C (R)-N-(1-(6-(3-Methoxytetrahydrofuran-3-yl)-4-methylpyridin-2-yl)-3-(1-methylazetidine-3-yl)-1H-pyrrolo[3,2-c]pyridin-6-yl)acetamide